CC1=C(C(=CC=C1)C)C1=CC(=NC(=N1)NS(=O)(=O)C=1C=NN(C1)C)OC=1C=CC(=NC1)C(=O)NC 5-[6-(2,6-dimethylphenyl)-2-[(1-methylpyrazol-4-yl)sulfonylamino]pyrimidin-4-yl]oxy-N-methyl-pyridine-2-carboxamide